4-oxo-N-([6-[({[(2R)-oxolan-2-yl]methyl}amino)methyl]imidazo[1,2-a]pyridin-2-yl]methyl)-4H-pyrido[1,2-a]pyrimidine-2-carboxamide O=C1C=C(N=C2N1C=CC=C2)C(=O)NCC=2N=C1N(C=C(C=C1)CNC[C@@H]1OCCC1)C2